C(C)OC(=O)C1=CC2=C(S1)C(=CC=C2)N2CCN(CC2)C 7-(4-methylpiperazin-1-yl)benzo[b]thiophene-2-carboxylic acid ethyl ester